(S)-hydroxybutyric acid methyl ester sodium iodate I(=O)(=O)[O-].[Na+].COC([C@H](CC)O)=O